S(=O)(=O)(C)CCN1CCC(CC1)NC(=O)C1=CC(=CC=2N(C=NC21)CC(F)(F)F)C#CCNC=2C(OC)=CC=C(C2)S(=O)(=O)C N-[1-(2-mesylethyl)-4-piperidyl]-6-[3-(4-mesyl-2-anisidino)-1-propynyl]-1-(2,2,2-trifluoroethyl)-1H-benzo[d]imidazole-4-carboxamide